C(C1=CC=CC=C1)OC=1C=C(C=CC1)C1=CN=C(O1)Cl 5-(3-benzyloxyphenyl)-2-chloro-oxazole